4-[5-methyl-1-[4-(trifluoromethoxy)phenyl]pyrazol-3-yl]-1-[2-(1-piperidyl)ethyl]piperidine CC1=CC(=NN1C1=CC=C(C=C1)OC(F)(F)F)C1CCN(CC1)CCN1CCCCC1